1-[5-(bromomethyl)-2-pyridyl]Ethanone BrCC=1C=CC(=NC1)C(C)=O